4-((4-(5-(3,4-difluorophenoxy)-2,2-dimethylpentanoyl)-2-methylpiperazin-1-yl)sulfonyl)benzoic acid FC=1C=C(OCCCC(C(=O)N2CC(N(CC2)S(=O)(=O)C2=CC=C(C(=O)O)C=C2)C)(C)C)C=CC1F